C(CCCCCCCCCCCC)OS(=O)(=O)C1=CC=CC=C1.[Na] Sodium Tridecylbenzenesulfonate